tert-butyl (S)-4-(5-chloro-4-(((R)-1-(2,4-dichlorophenyl)ethyl)amino)pyrimidin-2-yl)-3-methylpiperazine-1-carboxylate ClC=1C(=NC(=NC1)N1[C@H](CN(CC1)C(=O)OC(C)(C)C)C)N[C@H](C)C1=C(C=C(C=C1)Cl)Cl